C(=O)O.ClC=1C=C2CCCN(C2=C(C1)C1=C2C(=NC=C1)C=C(S2)CN2C(CCC2=O)=O)[C@H]2C[C@]1(CCCN1)CC2 1-((7-(6-chloro-1-((5S,7R)-1-azaspiro[4.4]nonan-7-yl)-1,2,3,4-tetrahydroquinolin-8-yl)thieno[3,2-b]pyridin-2-yl)methyl)pyrrolidine-2,5-dione, formic acid salt